S1C(=CC(=C1)CO)C=1SC=CC1C=1SC=CC1 Terthiophene-4-methanol